3-(5-cyclopropyl-6-methoxy-1-oxoisoindoline-2-yl)piperidine-2,6-dione C1(CC1)C=1C=C2CN(C(C2=CC1OC)=O)C1C(NC(CC1)=O)=O